3-(3-chloro-4-fluorophenyl)-5-(2-(3-fluoropyrrolidin-1-yl)-2-oxoethyl)-1-(2-hydroxy-2-methylpropyl)-1H-pyrrolo[3,2-c]pyridin-4(5H)-one ClC=1C=C(C=CC1F)C1=CN(C2=C1C(N(C=C2)CC(=O)N2CC(CC2)F)=O)CC(C)(C)O